C(C)(C)(C)N[C@@H]1CC[C@@H]([C@@H](C1)NC(C)=O)N1C([C@H](CC1)NC1=NC=NC=2N1N=C(C2)C(C)(C)C)=O N-((1R,2S,5R)-5-(tert-butylamino)-2-((S)-3-(7-tert-butylpyrazolo[1,5-a][1,3,5]triazin-4-ylamino)-2-oxopyrrolidin-1-yl)cyclohexyl)acetamide